methyl 4-{[(2S)-1-[4-(3,4-dichlorobenzenesulfonyl)piperazin-1-yl]propan-2-yl]amino}quinazoline-8-carboxylate ClC=1C=C(C=CC1Cl)S(=O)(=O)N1CCN(CC1)C[C@H](C)NC1=NC=NC2=C(C=CC=C12)C(=O)OC